4-(8-amino-3-((2S)-1-(3-((2-(2,6-dioxopiperidin-3-yl)-1,3-dioxoisoindoline-4-yl)thio)propyl)pyrrolidin-2-yl)imidazo[1,5-a]pyrazin-1-yl)-N-(pyridin-2-yl)benzamide NC=1C=2N(C=CN1)C(=NC2C2=CC=C(C(=O)NC1=NC=CC=C1)C=C2)[C@H]2N(CCC2)CCCSC2=C1C(N(C(C1=CC=C2)=O)C2C(NC(CC2)=O)=O)=O